[Cu]SC#N.[Mg] magnesium cuprous thiocyanate